1-((tetrahydrofuran-2-yl)methyl)-1H-thieno[2,3-d]imidazole-5-carboxylic acid O1C(CCC1)CN1C=NC2=C1C=C(S2)C(=O)O